3-(5-{[(4-carbamimidoylphenyl)methyl](methyl)amino}-1-(2-fluorobenzoyl)-4-methoxy-1H-pyrazol-3-yl)-N,N-dimethyl-2-(trifluoromethyl)piperidine-1-carboxamide C(N)(=N)C1=CC=C(C=C1)CN(C1=C(C(=NN1C(C1=C(C=CC=C1)F)=O)C1C(N(CCC1)C(=O)N(C)C)C(F)(F)F)OC)C